FC=1C=C(C=CC1B1OC(C(O1)(C)C)(C)C)C1N(CCC1)C(=O)OC(C)(C)C tert-butyl 2-(3-fluoro-4-(4,4,5,5-tetramethyl-1,3,2-dioxaborolan-2-yl)phenyl)pyrrolidine-1-carboxylate